C(C)(=O)N1CCC2=CC(=CC=C12)S(=O)(=O)N=C(NCC)N1N=CC(C1)CC N'-(1-acetylindolin-5-ylsulfonyl)-N,4-diethyl-4,5-dihydro-1H-pyrazole-1-carboximidamide